N-(2,6-dioxopiperidin-3-yl)-3,4-dihydro-1,8-naphthyridine-1(2H)-carboxamide O=C1NC(CCC1NC(=O)N1CCCC2=CC=CN=C12)=O